N1=NC(=CC2=CC=CC=C12)C=1C(=CC(=CC1)C(C)C)F 5-(Cinnolin-3-yl)-4-fluoro-2-isopropylbenzene